CC1=C(C(=CC=C1)C)C=1C(=CC(=CC1)C1=C(C=CC=C1C)C)C#N 2,2'',6,6''-tetramethyl-[1,1':4',1''-terphenyl]-2'-carbonitrile